Cl.Cl.OC1=C2C(C=C(OC2=C(C(=C1)O)OC)C1=CC=C(C=C1)CCCCCN(CCCN1CCCCC1)C)=O 5,7-dihydroxy-8-methoxy-2-(4-(5-(methyl(3-(piperidin-1-yl)propyl)amino)pentyl)phenyl)-4H-chromen-4-one dihydrochloride